CN([C@H]1CN(CC1)C=1C=C(C=CC1)NC=1N=C(C2=C(N1)C=CS2)N2OCC[C@@H]2C2=CC=CC=C2)C N-(3-((R)-3-(dimethylamino)pyrrolidin-1-yl)phenyl)-4-((R)-3-phenylisoxazolidin-2-yl)thieno[3,2-d]pyrimidin-2-amine